2-(methoxymethyl)-N-(pyridin-3-yl)-6-({[2-(trifluoromethyl)phenyl]carbonyl}amino)-1H-benzimidazole-4-carboxamide COCC1=NC2=C(N1)C=C(C=C2C(=O)NC=2C=NC=CC2)NC(=O)C2=C(C=CC=C2)C(F)(F)F